2-chloro-N-[4'-(3,3-dimethyl-but-1-yn-1-yl)biphenyl-2-yl]pyridin-3-carboxamide ClC1=NC=CC=C1C(=O)NC1=C(C=CC=C1)C1=CC=C(C=C1)C#CC(C)(C)C